Cl.CN[C@@H]1C[C@@H](CCC1)OC=1C=2N(C=C(N1)C=1C=NN(C1)C)N=CC2 (1S,3R)-N-methyl-3-((6-(1-methyl-1H-pyrazol-4-yl)pyrazolo[1,5-a]pyrazin-4-yl)oxy)cyclohexan-1-amine hydrochloride